[5-(6-(3,4,5-trihydroxybenzamido)hexylamino)carbonylpentyl]Triphenylphosphonium bromide [Br-].OC=1C=C(C(=O)NCCCCCCNC(=O)CCCCC[P+](C2=CC=CC=C2)(C2=CC=CC=C2)C2=CC=CC=C2)C=C(C1O)O